(R)-1,4-dibenzyl-2-(chloromethyl)piperazine C(C1=CC=CC=C1)N1[C@H](CN(CC1)CC1=CC=CC=C1)CCl